C(C)C(CC(CC)C)NC1=CC=C(C=C1)NC(CC(CC)C)CC N,N'-bis(1-ethyl-3-methylpentyl)-p-phenylenediamine